2-tert-butyl-(6-oxohexanamide) carbamate C(N)(O)=O.C(C)(C)(C)C(C(=O)N)CCCC=O